(hydroxymethyl)-2,3-dimethyl-4,20,23-trioxo-7,10,13,16-tetraoxa-3,19,22-triazapentacosan-1-oate OCOC(C(N(C(CCOCCOCCOCCOCCNC(CNC(CC)=O)=O)=O)C)C)=O